4-[[(2R,3s,4r,5r)-3-(3,4-difluoro-2-methoxy-phenyl)-4,5-dimethyl-5-(trifluoromethyl)tetrahydrofuran-2-carbonyl]amino]-3-fluoro-pyridine-2-carboxamide FC=1C(=C(C=CC1F)[C@H]1[C@@H](O[C@]([C@@H]1C)(C(F)(F)F)C)C(=O)NC1=C(C(=NC=C1)C(=O)N)F)OC